BrC=1C(=C2C(=NC1)NCC21CCC(CC1)C#N)Cl (1s,4s)-5'-Bromo-4'-chloro-1',2'-dihydrospiro[cyclohexane-1,3'-pyrrolo[2,3-b]pyridine]-4-carbonitrile